endo-5-norbornene C12CCC(C=C1)C2